tert-butyl (R)-3-(((1-(4-fluoro-3-(trifluoro methyl)phenyl)cyclopropyl)(methoxycarbonyl)amino)methyl)morpholine-4-carboxylate FC1=C(C=C(C=C1)C1(CC1)N(C(=O)OC)C[C@H]1N(CCOC1)C(=O)OC(C)(C)C)C(F)(F)F